7-bromo-5-chloro-chroman-8-ol BrC1=CC(=C2CCCOC2=C1O)Cl